C(C)(C)(C)OC(=O)N[C@H](CO)CC1=CC=CC=C1 (S)-(-)-2-(t-butoxycarbonylamino)-3-phenyl-1-propanol